1-(3-cyanophenyl)-3-[(1S)-1-(2-pyrimidin-2-yl-1,2,4-triazol-3-yl)ethyl]urea C(#N)C=1C=C(C=CC1)NC(=O)N[C@@H](C)C=1N(N=CN1)C1=NC=CC=N1